N-(4-fluoro-5-(((2S,4R)-4-((7-methoxyquinolin-2-yl)oxy)-2-methylpyrrolidin-1-yl)methyl)thiazol-2-yl)acetamide FC=1N=C(SC1CN1[C@H](C[C@H](C1)OC1=NC2=CC(=CC=C2C=C1)OC)C)NC(C)=O